C(C)(C)(C)OC(=C)O[Si](C)(C)C(C)(C)C {[1-(tert-butoxy)ethenyl]oxy}(tert-butyl)dimethylsilane